C(=N)C1C(C(N=NO1)=O)=O formiminooxadiazinedione